4-(1-(tert-Butoxycarbonyl)piperidin-3-yl)-2-methylbenzoic acid C(C)(C)(C)OC(=O)N1CC(CCC1)C1=CC(=C(C(=O)O)C=C1)C